ON1C(CCCC1(C)C)(C)C 1-oxyl-2,2,6,6-tetramethyl-piperidine